(3s,4s)-4-fluoro-3-(methylamino)piperidine-1-carboxylic acid tert-butyl ester C(C)(C)(C)OC(=O)N1C[C@@H]([C@H](CC1)F)NC